ClC=1C=CC(=NC1)C(=O)NC12CC(C1)(C2)NC(COC2=CC(=C(C=C2)Cl)F)=O 5-chloro-N-{3-[2-(4-chloro-3-fluorophenoxy)acetamido]bicyclo[1.1.1]pent-1-yl}pyridine-2-carboxamide